L-2-methylimidazole-methanol CC1(N=CC=N1)CO